3,5,5-Tri-methyl-1-isocyanato-3-isocyanatomethylcyclohexan CC1(CC(CC(C1)(C)C)N=C=O)CN=C=O